6-(Methylthio)picolinic acid CSC1=CC=CC(=N1)C(=O)O